(S)-1-phenylethyl ((S)-2-amino-3-(4-carbamoyl-2,6-dimethylphenyl)propyl)carbamate N[C@H](CNC(O[C@@H](C)C1=CC=CC=C1)=O)CC1=C(C=C(C=C1C)C(N)=O)C